Benzyl N-[(1S,2R,3S,5R)-8-[7-(4-chloro-2-methyl-2H-indazol-5-yl)-5-(dimethylsulfamoyl)-5H-pyrrolo[2,3-b]pyrazin-3-yl]-2-fluoro-8-azabicyclo[3.2.1]octan-3-yl]carbamate ClC=1C2=CN(N=C2C=CC1C1=CN(C2=NC(=CN=C21)N2[C@@H]1[C@@H]([C@H](C[C@H]2CC1)NC(OCC1=CC=CC=C1)=O)F)S(N(C)C)(=O)=O)C